COC=1C=CC=2C(C3=CC=CC=C3OC2C1OC)=O 3,4-dimethoxy-9H-xanthen-9-one